CC1=COC2=C1C=C(C=C2)S(N(CCC2=CC=CC=C2)CC2=C(C=CC=C2)N2CCN(CC2)C(N(C)C)=O)(=O)=O 3-Methyl-5-(N-(2-(4-(dimethylcarbamoyl)piperazin-1-yl)benzyl)-N-phenethylsulfamoyl)benzofuran